(R)-N-[(1S)-1-(3-bromo-5-fluorophenyl)but-3-en-1-yl]-2-methylpropane-2-sulfinamide BrC=1C=C(C=C(C1)F)[C@H](CC=C)N[S@](=O)C(C)(C)C